(1-Amino-4-((4-(tert-amyl)phenyl)amino)cyclohexyl)methanol NC1(CCC(CC1)NC1=CC=C(C=C1)C(C)(C)CC)CO